5-[(1-Ethylpiperidin-4-yl)amino]-3-[(2-fluorophenyl)-(5-methyl-1H-imidazol-2-yl)methylidene]-1H-indol-2-one C(C)N1CCC(CC1)NC=1C=C2C(C(NC2=CC1)=O)=C(C=1NC(=CN1)C)C1=C(C=CC=C1)F